NC1=NN2C(C=C(C=C2)C=2C(=C(C(=O)NCC(C(C)(O)C3=CC=C(C=C3)Cl)(F)F)C=CC2F)C)=N1 (2-amino-[1,2,4]triazolo[1,5-a]pyridin-7-yl)-N-(3-(4-chlorophenyl)-2,2-difluoro-3-hydroxybutyl)-4-fluoro-2-methylbenzamide